(S)-(1-(4-((1-cyclobutyl-1H-imidazol-4-yl)amino)pyrrolo[2,1-f][1,2,4]triazin-2-yl)pyrrolidin-2-yl)methanol C1(CCC1)N1C=NC(=C1)NC1=NC(=NN2C1=CC=C2)N2[C@@H](CCC2)CO